6-cyclopropyl-2-[[3-hydroxycyclopentyl]amino]pyridine-3-carbonitrile C1(CC1)C1=CC=C(C(=N1)NC1CC(CC1)O)C#N